3,5-dimethyl-4-nitrophenol CC=1C=C(C=C(C1[N+](=O)[O-])C)O